N1(C=NC=C1)C1=CC=C(CN(CCC2=CC=C(C=C2)NC(=O)C2=C(C=C(C(=C2)OC)OC)NC(=O)C=2C=NC3=CC=CC=C3C2)CC=2C=C3C=NN(C3=CC2)C)C=C1 N-(2-((4-(2-((4-(1H-Imidazol-1-yl)benzyl)((1-methyl-1H-indazol-5-yl)methyl)amino)ethyl)phenyl)carbamoyl)-4,5-dimethoxyphenyl)quinoline-3-carboxamide